tert-butyl 4-(4-chlorophenyl)-3-oxo-piperidine-1-carboxylate ClC1=CC=C(C=C1)C1C(CN(CC1)C(=O)OC(C)(C)C)=O